N-(5-phenylisoxazol-3-yl)cyclohexanesulfonamide C1(=CC=CC=C1)C1=CC(=NO1)NS(=O)(=O)C1CCCCC1